CN1N=CC2=C(C=C(C=C12)C#N)NC1=NC=C(C(=N1)NC)C(F)(F)F 1-methyl-4-((4-(methylamino)-5-(trifluoromethyl)pyrimidin-2-yl)amino)-1H-indazole-6-carbonitrile